NC1=C(C=C(C=C1NC=1SC(=NN1)C(F)F)Br)N1CCN(CC1)C(=O)OC(C)(C)C tert-butyl 4-[2-amino-5-bromo-3-[[5-(difluoromethyl)-1,3,4-thiadiazol-2-yl]amino]phenyl]piperazine-1-carboxylate